COC1=CC(=NC=C1)CN1CC2(C1)CC(C2)NC(=O)N2[C@@H](CN(C[C@@H]2C)C2=NC=C(C=N2)C(F)(F)F)C (2R,6S)-N-{2-[(4-methoxypyridin-2-yl)methyl]-2-azaspiro[3.3]heptan-6-yl}-2,6-dimethyl-4-[5-(trifluoromethyl)pyrimidin-2-yl]piperazine-1-carboxamide